C(CCCCCCC\C=C/CCCCCCCC)(=O)[O-].[NH4+] ammonium oleate